OC=1C=C(N(C)C)C=CC1 m-hydroxy-N,N-dimethylaniline